C(=O)(OCC1C2=CC=CC=C2C2=CC=CC=C12)[C@@](C(=O)O)(CCCOC1=C(C=C(C=C1)F)F)N Fmoc-(S)-2-amino-5-(2,4-difluorophenoxy)pentanoic acid